N-(6-(4-((5-cyano-6-cyclopropoxypyridin-3-yl)(2,2,2-trifluoroethyl)amino)phenyl)quinoxalin-2-yl)methanesulfonamide C(#N)C=1C=C(C=NC1OC1CC1)N(C1=CC=C(C=C1)C=1C=C2N=CC(=NC2=CC1)NS(=O)(=O)C)CC(F)(F)F